C1(CCCC1)N(C(=O)OCC1=C(C=NN1C)C1=NC=C(C(=N1)CC)OC1CCCCC1)C (1S,3S)-3-({2-[5-({[Cyclopentyl(methyl)carbamoyl]oxy}methyl)-1-methyl-1H-pyrazol-4-yl]-4-ethylpyrimidin-5-yl}oxy)cyclohexan